4-cyclopropyl-2-(4-fluoro-2-methylphenoxy)-N-(4-fluoro-3-(3-hydroxyisoxazol-5-yl)phenyl)-5-(trifluoromethyl)benzamide 2-vinylbenzoate C(=C)C1=C(C(=O)O)C=CC=C1.C1(CC1)C1=CC(=C(C(=O)NC2=CC(=C(C=C2)F)C2=CC(=NO2)O)C=C1C(F)(F)F)OC1=C(C=C(C=C1)F)C